C(C1=CC=CC=C1)N1C2=C(OCC1=O)C=C(C=C2)NC(=O)NC2CCC(CC2)C2=CC=CC=C2 1-(4-benzyl-3-oxo-3,4-dihydro-2H-benzo[b][1,4]oxazin-7-yl)-3-(4-phenyl-cyclohexyl)urea